rac-(7S)-4,7-difluoro-7-isopropyl-N-[rac-(1R)-3-[4-(3-methoxypropyl)-1-piperidyl]-1-(6-pyridazin-4-yl-3-pyridyl)propyl]-6,8-dihydro-5H-acridine-2-carboxamide FC1=CC(=CC2=CC=3C[C@@](CCC3N=C12)(C(C)C)F)C(=O)N[C@H](CCN1CCC(CC1)CCCOC)C=1C=NC(=CC1)C1=CN=NC=C1 |r|